methyl 4-[[(3R)-3-[4-[2-(2-amino-3-pyridyl)-5-(2-fluorophenyl)imidazo[4,5-b]pyridin-3-yl]phenyl]pyrrolidin-1-yl]methyl]cyclohexanecarboxylate NC1=NC=CC=C1C1=NC=2C(=NC(=CC2)C2=C(C=CC=C2)F)N1C1=CC=C(C=C1)[C@@H]1CN(CC1)CC1CCC(CC1)C(=O)OC